C(C1=CC=CC=C1)OC(=O)N[C@H](C(=O)N[C@H](C(=O)OC)CC(C)C)C(C)C (S)-Methyl 2-((S)-2-(((benzyloxy)carbonyl)amino)-3-methylbutanamido)-4-methylpentanoate